[C@H]12CCNC[C@@H]2[C@H]1NC(OC(C)(C)C)=O tert-butyl N-[(1R,6R,7S)-4-azabicyclo[4.1.0]heptan-7-yl]carbamate